C1=CC=CC=2C3=CC=CC=C3N(C12)CCCP(O)(O)=O [3-(9H-Carbazol-9-yl)propyl]phosphonic acid